CC(C(C(=O)O)=O)(C)C 3,3-Dimethyl-2-oxobutanoic acid